r-Format C(=O)[O-]